BrC1=CC2=C(O[C@@H](CN2)[C@@H](C2=CC=CC=C2)NC[C@H](C)C2=CC=C(C#N)C=C2)N=C1 |&1:18| 4-((R and S)-1-(((R)-((S)-7-bromo-2,3-dihydro-1H-pyrido[2,3-b][1,4]oxazin-3-yl)(phenyl)methyl)amino)propan-2-yl)benzonitrile